7-methyl-N-(3-(5-(4-methyl-4H-1,2,4-triazol-3-yl)spiro[2.3]hexan-5-yl)phenyl)-4-(((S)-3-methylpiperidin-1-yl)methyl)-6,7-dihydro-5H-cyclopenta[b]pyridine-2-carboxamide CC1CCC=2C1=NC(=CC2CN2C[C@H](CCC2)C)C(=O)NC2=CC(=CC=C2)C2(CC1(CC1)C2)C2=NN=CN2C